Methylidenmalonat C=C(C(=O)[O-])C(=O)[O-]